The molecule is a diterpenoid isolated from the aerial parts of Ajuga bracteosa. It has a role as a plant metabolite and an antifeedant. It is a furofuran, an acetate ester, a diterpenoid, a spiro-epoxide and a cyclic acetal. C[C@@H]1C[C@@H]([C@@]2([C@@H]([C@@]1(C)[C@@H]3C[C@H]4CCO[C@H]4O3)C[C@H]([C@@H]([C@]25CO5)OC(=O)C(C)C)O)COC(=O)C)OC(=O)C